ClC=1C=C(CNCCCCOCCNC2=NC3=C(C4=CN=CC=C24)C=CC(=C3)C(=O)N)C=CC1OC1CCC1 5-((2-(4-((3-chloro-4-cyclobutoxybenzyl)amino)butoxy)ethyl)amino)benzo[c][2,6]naphthyridine-8-carboxamide